[Ru+2].C1(CCCCC1)P(C1CCCCC1)CC1=CC=CC2=CC3=CC=CC(=C3N=C12)CP(C1CCCCC1)C1CCCCC1 [4,5-bis-(dicyclohexylphosphinomethyl)acridine] ruthenium (II)